ClC=1C(=CC(=NC1)N1[C@H](CN(CC1)CC=1OC=CC1)C)N (S)-5-chloro-2-(4-(furan-2-ylmethyl)-2-methylpiperazin-1-yl)pyridin-4-amine